C(=O)(O)C=1C=C(OC2=CC=C(C=C2)C(C)(C)C=2C=C(C(C(=O)O)=CC2)C(=O)O)C=CC1C(=O)O 4-(2-(4-(3,4-dicarboxyphenoxy)phenyl)propane-2-yl)phthalic acid